C(C)(C)C1=CC=C(C=C1)C=1N=C2N(C=CC=C2)C1CN1C2CN(C(C1)CC2)C(=O)C2=CC(=CC=C2)OC (-)-(5-{[2-(4-Isopropylphenyl)imidazo[1,2-a]pyridin-3-yl]methyl}-2,5-diazabicyclo[2.2.2]oct-2-yl)(3-methoxyphenyl)methanon